Trans-1-[([(1R)-1-(4-Acetyl-3,5-Diethoxy-2-Methylphenyl)Ethyl]{2-[(1S)-1-Phenylethoxy]Ethyl}Carbamoyl)Amino]-3-Ethoxycyclobutane-1-Carboxylic Acid C(C)(=O)C1=C(C(=C(C=C1OCC)[C@@H](C)N(C(=O)NC1(CC(C1)OCC)C(=O)O)CCO[C@@H](C)C1=CC=CC=C1)C)OCC